bis((2,2-dioxido-1,2-oxathiolan-5-yl) Methyl) sulfite S(=O)(OCC1CCS(O1)(=O)=O)OCC1CCS(O1)(=O)=O